1-(4-(3-((6-iodoquinolin-4-yl)amino)-5-methoxyphenyl)-1H-pyrazol-1-yl)-2-methylpropan-2-ol IC=1C=C2C(=CC=NC2=CC1)NC=1C=C(C=C(C1)OC)C=1C=NN(C1)CC(C)(O)C